3-methyl-N-(3-(2-((6-(4-methylpiperazin-1-yl)pyridin-3-yl)amino)quinazolin-8-yl)phenyl)but-2-enamide CC(=CC(=O)NC1=CC(=CC=C1)C=1C=CC=C2C=NC(=NC12)NC=1C=NC(=CC1)N1CCN(CC1)C)C